4-(3,5-dichlorophenoxy)phenylhydrazine ClC=1C=C(OC2=CC=C(C=C2)NN)C=C(C1)Cl